C(C)(C)(C)OC(=O)N1C(COCC1=O)(C)C.CC1(N(C(COC1)C1=CC=CC=C1)C(=O)NCCCCC1=CC=CC=C1)C 3,3-Dimethyl-5-phenyl-N-(4-phenylbutyl)morpholine-4-carboxamide tert-Butyl-3,3-dimethyl-5-oxomorpholine-4-carboxylate